BrC1=CC=C(C=C1)N1C(COCC1)=O 4-(4-bromophenyl)morpholin-3-one